1-(3-chloro-5-fluorophenyl)-3-(2-chloropyridin-4-yl)urea ClC=1C=C(C=C(C1)F)NC(=O)NC1=CC(=NC=C1)Cl